C(CCCCCC(=O)OCCC(CCCCC)CCCCC)(=O)OCC(COC(CCC(OCCCC\C=C/CC)OCCCC\C=C/CC)=O)CO 1-(3-((4,4-bis(((Z)-oct-5-en-1-yl)oxy)butanoyl)oxy)-2-(hydroxymethyl)propyl) 7-(3-pentyloctyl) heptanedioate